tertiary butyllithium C(C)(C)(C)[Li]